tri-p-cresyl borate B(OC1=CC=C(C=C1)C)(OC1=CC=C(C=C1)C)OC1=CC=C(C=C1)C